6-Chloro-4-((2R,4R,5R)-5-ethyl-4-((5-isopropoxypyridin-2-yl)oxy)-2-methylpiperidin-1-yl)-1-methylpyrido[3,2-d]pyrimidin-2(1H)-on ClC=1C=CC=2N(C(N=C(C2N1)N1[C@@H](C[C@H]([C@@H](C1)CC)OC1=NC=C(C=C1)OC(C)C)C)=O)C